N-ethyl-9-methoxy-1,3-dimethyl-8-(3-(pyrrolidin-1-yl)propoxy)-3,4-dihydro-1H-pyrano[4,3-c]quinolin-5-amine C(C)NC1=NC=2C=C(C(=CC2C2=C1CC(OC2C)C)OC)OCCCN2CCCC2